5-Methyl-N-(6-(piperazin-1-ylmethyl)quinolin-2-yl)-1-(o-tolyl)-1H-1,2,3-triazole-4-carboxamide CC1=C(N=NN1C1=C(C=CC=C1)C)C(=O)NC1=NC2=CC=C(C=C2C=C1)CN1CCNCC1